pyrido[2,3-b]pyrazine-7-carboxamide N1=C2C(=NC=C1)N=CC(=C2)C(=O)N